2-oxo-2-[(2R,5S)-2-[2-[1-(dimethylamino)ethyl]-1,3-benzothiazol-5-yl]-5-methyl-1-piperidyl]-N-[1-(2-trimethylsilylethoxymethyl)pyrazolo[4,3-c]pyridin-7-yl]acetamide O=C(C(=O)NC=1C2=C(C=NC1)C=NN2COCC[Si](C)(C)C)N2[C@H](CC[C@@H](C2)C)C=2C=CC1=C(N=C(S1)C(C)N(C)C)C2